3-(2-(2-(dimethylamino)ethoxy)benzyl)-N-(5-(5-(4-((7-ethyl-6-oxo-5,6-dihydro-1,5-naphthyridin-3-yl)methyl)piperazin-1-yl)picolinamido)pentyl)-3H-imidazo[4,5-b]pyridine-5-carboxamide CN(CCOC1=C(CN2C=NC=3C2=NC(=CC3)C(=O)NCCCCCNC(C3=NC=C(C=C3)N3CCN(CC3)CC=3C=NC=2C=C(C(NC2C3)=O)CC)=O)C=CC=C1)C